5-chloro-N-[(1S)-3-(cyclopropylamino)-1-[[(3S,5R)-5-methyl-2-oxo-pyrrolidin-3-yl]methyl]-2,3-dioxo-propyl]-2-[(3-fluorobenzoyl)amino]benzamide ClC=1C=CC(=C(C(=O)N[C@H](C(C(=O)NC2CC2)=O)C[C@H]2C(N[C@@H](C2)C)=O)C1)NC(C1=CC(=CC=C1)F)=O